OC1=C(OC2=C(C(=CC(=C2C1=O)O)O)C(F)(F)F)C1=CC=C(C=C1)OC 3,5,7-Trihydroxy-4'-methoxy-8-trifluoromethylflavone